C(CCCCC(C)C)[O-].[Al+3].C(CCCCC(C)C)[O-].C(CCCCC(C)C)[O-] aluminum isooctanolate